(1R,2S,5S)-6,6-dimethyl-3-azabicyclo[3.1.0]hexane-2,3-dicarboxylic acid O2-benzyl ester O3-tert-butyl ester C(C)(C)(C)OC(=O)N1[C@@H]([C@H]2C([C@H]2C1)(C)C)C(=O)OCC1=CC=CC=C1